CN1C(=NC=C1C1=CC(=C(C=C1)NC=1N=CC2=C(N1)C(=NC(=C2)C)N2CC1(CCOC1)CC2)OC)C N-(4-(1,2-dimethyl-1H-imidazol-5-yl)-2-methoxyphenyl)-6-methyl-8-(2-oxa-7-azaspiro[4.4]nonan-7-yl)pyrido[3,4-d]pyrimidin-2-amine